C(CCC\C=C/CCCCCC)(=O)OC(CCC\C=C/CCCCCC)C(CCC\C=C/CCCCCC)OC(CCCCCN(C)C)=O (7Z,17Z)-13-((6-(dimethylamino)hexanoyl)oxy)tetracosa-7,17-dien-12-yl (Z)-dodec-5-enoate